Cl.Cl.FC1(CCC(CC1)N1C[C@@H](CC1)N1N=CC(=C1)CN)F (R)-(1-(1-(4,4-difluorocyclohexyl)pyrrolidin-3-yl)-1H-pyrazol-4-yl)methylamine dihydrochloride